tert-butyl 2-[2-[[(1S)-1-cyano-2-[(3S)-2-oxopyrrolidin-3-yl]ethyl]amino]-1-(cyclopropylmethyl)-2-oxo-ethyl]-1-oxo-2,6-diazaspiro[4.5]decane-6-carboxylate C(#N)[C@H](C[C@H]1C(NCC1)=O)NC(C(CC1CC1)N1C(C2(CC1)N(CCCC2)C(=O)OC(C)(C)C)=O)=O